ClC(C(=O)OCC)(C=1C=CC=C2C=CC=NC12)F ethyl 2-chloro-2-fluoro-2-(8-quinolyl)acetate